[O-]P([O-])(=O)OP(=O)([O-])[O-].[Sn+2].[Sn+2] Tin (II) pyrophosphate